ClC1=CC2=C(N(C(N=C2N2C(CN(CC2)C(=O)OC(C)(C)C)C)=O)C=2C(=NC=CC2C)CC)N=C1Cl tert-Butyl 4-(6,7-dichloro-1-(2-ethyl-4-methylpyridin-3-yl)-2-oxo-1,2-dihydropyrido[2,3-d]pyrimidin-4-yl)-3-methylpiperazine-1-carboxylate